C(C)(C)(C)OC(=O)N1[C@@H](CCC1)C=1C=C(C=C2CCN(CC12)C1=NC=NC=C1)Cl (S)-2-(6-Chloro-2-(pyrimidin-4-yl)-1,2,3,4-tetrahydroisoquinolin-8-yl)pyrrolidine-1-carboxylic acid tert-butyl ester